C(C)(C)(C)OC(CNC=1C(=C(C(=O)OC)C=CC1)[N+](=O)[O-])=O Methyl 3-((2-(tert-butoxy)-2-oxoethyl)amino)-2-nitrobenzoate